(2S,4R)-2'-ethyl-2-methyl-4'-oxo-spiro[piperidine-4,7'-thieno[2,3-C]pyran]-1-carboxylic acid tert-butyl ester C(C)(C)(C)OC(=O)N1[C@H](C[C@]2(OCC(C3=C2SC(=C3)CC)=O)CC1)C